3-(3-{[5-chloro-6-(5-methoxy-2-pyrazinyl)-2-indolyl]methyl}ureido)propiononitrile ClC=1C=C2C=C(NC2=CC1C1=NC=C(N=C1)OC)CNC(NCCC#N)=O